FC1=C2CCO[C@@H](C2=C(C=C1)F)CNC (S)-1-(5,8-difluoroisochroman-1-yl)-N-methylmethanamine